5-(ethylsulfonyl)-6-[4-ethyl-6-(trifluoromethyl)pyrrolo[3,2-b]pyridin-2-yl]pyridin-3-carboxamidine C(C)S(=O)(=O)C=1C=C(C=NC1C=1C=C2N(C=C(C=C2N1)C(F)(F)F)CC)C(=N)N